6-bromo-4-(5-(6-methylpyridin-2-yl)-1H-pyrazol-4-yl)quinoline BrC=1C=C2C(=CC=NC2=CC1)C=1C=NNC1C1=NC(=CC=C1)C